ethyl 2-[[(3R)-3-(benzyloxycarbonylamino)-4-(t-butoxycarbonylamino) butanoyl] amino]-4-methyl-thiazole-5-carboxylate C(C1=CC=CC=C1)OC(=O)N[C@H](CC(=O)NC=1SC(=C(N1)C)C(=O)OCC)CNC(=O)OC(C)(C)C